tert-butyl N-(azepan-3-yl)-N-(cyclobutylmethyl)carbamate N1CC(CCCC1)N(C(OC(C)(C)C)=O)CC1CCC1